(3R,4S)-3-cyclopropyl-1-(3-fluoro-6-(1-((1r,3R)-3-methoxycyclobutyl)-1H-pyrazol-4-yl)pyrazolo[1,5-a]pyrazin-4-yl)-4-methyl-2-oxopyrrolidine-3-carbonitrile C1(CC1)[C@]1(C(N(C[C@H]1C)C=1C=2N(C=C(N1)C=1C=NN(C1)C1CC(C1)OC)N=CC2F)=O)C#N